6-chloroindan-1-one ClC1=CC=C2CCC(C2=C1)=O